NCCCCCN1N=C(C(=C1)NC1=C2N=CN(C2=NC(=N1)N1C[C@H]([C@H](C1)F)C(C(=O)N)=C)C(C)(C)C)CC ((3r,4r)-1-(6-((1-(5-aminopentyl)-3-ethyl-1H-pyrazol-4-yl)amino)-9-(tert-butyl)-9H-purin-2-yl)-4-fluoropyrrolidin-3-yl)acrylamide